C(C=C)(=O)OCCCCO 4-hydroxylbutyl acrylate